1-(2-{1-[(5-bromo-2-nitropyridin-3-yl)oxy]ethyl}-4-fluorophenyl)-1H-pyrazol BrC=1C=C(C(=NC1)[N+](=O)[O-])OC(C)C1=C(C=CC(=C1)F)N1N=CC=C1